C1CC=CC2=NC3=CC=CC=C3N=C12 2H-phenazine